(E)-4-(pyrrolidin-1-yl)but-2-enoyl chloride N1(CCCC1)C/C=C/C(=O)Cl